(S)-4-((2-amino-5-(trifluoromethyl)pyrimidin-4-yl)amino)-3-fluoro-2-methylbutan-2-ol NC1=NC=C(C(=N1)NC[C@@H](C(C)(O)C)F)C(F)(F)F